4-((tetrahydropyrrolyl)methyl)-1H-1,2,3-triazole N1(CCCC1)CC=1N=NNC1